3-(4-(5-((4-((4-(acetamidomethyl)piperidin-1-yl)methyl)-6-(3,5-dichlorophenyl)pyridin-2-yl)oxy)pyrimidin-2-yl)piperazin-1-yl)-2-hydroxypropanoic acid C(C)(=O)NCC1CCN(CC1)CC1=CC(=NC(=C1)C1=CC(=CC(=C1)Cl)Cl)OC=1C=NC(=NC1)N1CCN(CC1)CC(C(=O)O)O